tert-butyl 4-(1-(4-chloro-5-((3-fluoro-5-(phenylethynyl)pyridin-2-yl)carbamoyl)-1H-pyrazol-1-yl)ethyl)piperidine-1-carboxylate ClC=1C=NN(C1C(NC1=NC=C(C=C1F)C#CC1=CC=CC=C1)=O)C(C)C1CCN(CC1)C(=O)OC(C)(C)C